2-mercapto-5-bromofluorobenzene SC1=C(C=C(C=C1)Br)F